CC=1N(C=CN1)C1=CC(=NC=N1)C[C@@H]1CC[C@H](CC1)C(=O)OC methyl trans-4-[[6-(2-methylimidazol-1-yl)pyrimidin-4-yl]methyl]cyclohexanecarboxylate